bis{3,4,6-trichloro-2-[(2-methyl propoxy)carbonyl]phenyl}-Oxalat ClC=1C(=C(C(=CC1Cl)Cl)OC(C(=O)OC1=C(C(=C(C=C1Cl)Cl)Cl)C(=O)OCC(C)C)=O)C(=O)OCC(C)C